N-((4,4-difluorocyclohexyl)(5-(2-methoxy-1-(2-oxo-4-(trifluoromethyl)imidazolidin-1-yl)ethyl)benzo[d]oxazol-2-yl)methyl)-5-ethyloxazole-4-carboxamide FC1(CCC(CC1)C(NC(=O)C=1N=COC1CC)C=1OC2=C(N1)C=C(C=C2)C(COC)N2C(NC(C2)C(F)(F)F)=O)F